C1(=CC=CC=C1)S(=O)(=O)C1N(CCCC1)C(=O)N phenylsulfonyl-piperidinecarboxamide